FC=1C(=CC2=C(N(C=N2)C2=CC=C(C(=N2)N2N=C(C=C2C)C#N)[C@H]2OC[C@H](C2)F)C1)NC=1N=NC=CC1 1-[6-[6-fluoro-5-(pyridazin-3-ylamino)benzimidazol-1-yl]-3-[(2S,4S)-4-fluorotetrahydrofuran-2-yl]-2-pyridyl]-5-methyl-pyrazole-3-carbonitrile